ClC=1C(=C(C=CC1F)N(C(=O)[C@H]1N(C(N(C1)C(=O)OC(C)(C)C)=O)C1=CC(=C2C(=N1)SC=N2)C(F)(F)F)C)F (S)-tert-butyl 4-((3-chloro-2,4-difluorophenyl)(methyl)carbamoyl)-2-oxo-3-(7-(trifluoromethyl)thiazolo[5,4-b]pyridin-5-yl)imidazolidine-1-carboxylate